2-chloro-4-(8-(2-(4-((1-(2-(2,6-dioxopiperidin-3-yl)-1,3-dioxoisoindolin-5-yl)piperidin-4-yl)methyl)piperazin-1-yl)pyrimidine-5-carbonyl)-2,8-diazaspiro[4.5]decan-2-yl)benzonitrile ClC1=C(C#N)C=CC(=C1)N1CC2(CC1)CCN(CC2)C(=O)C=2C=NC(=NC2)N2CCN(CC2)CC2CCN(CC2)C=2C=C1C(N(C(C1=CC2)=O)C2C(NC(CC2)=O)=O)=O